4,6-di-O-acetyl-3-deoxy-3-[4-(2-hydroxythiazol-4-yl)-1H-1,2,3-triazol-1-yl]-D-galactal C(C)(=O)O[C@@H]1[C@@H](C=CO[C@@H]1COC(C)=O)N1N=NC(=C1)C=1N=C(SC1)O